(2-methylquinoline-5-sulfonyl)-5-oxaspiro[2.4]heptane CC1=NC=2C=CC=C(C2C=C1)S(=O)(=O)C1CC12COCC2